C(C)OC(C(CCC)OS(=O)(=O)C(F)(F)F)=O 2-[(trifluoromethanesulfonyl)oxy]pentanoic acid ethyl ester